(S)-4-(2-(2-Methylpyrrolidin-1-yl)-6-(trifluoromethyl)pyrimidine-4-carboxamido)benzoic acid C[C@@H]1N(CCC1)C1=NC(=CC(=N1)C(=O)NC1=CC=C(C(=O)O)C=C1)C(F)(F)F